C12CN(CC2CC1)C[C@@H](C)NC(OC(C)(C)C)=O tert-butyl ((2R)-1-(3-azabicyclo[3.2.0]heptan-3-yl)propan-2-yl)carbamate